1-oxa-9-thia-4-azaspiro[5.5]undecane 9,9-dioxide O1CCNCC12CCS(CC2)(=O)=O